2,6-dimethyl-phenolate CC1=C(C(=CC=C1)C)[O-]